C(N)(=O)C=1C=C(C=NC1)NC(=O)C(=O)N(C1=NC=C(C=C1)C1NC(CCC1)C)C N-(5-carbamoyl-3-pyridyl)-N'-methyl-N'-[5-(6-methyl-2-piperidyl)-2-pyridyl]oxamide